C(#N)CC1CCC(CC1)N1C(=NC=2C1=C1C(=NC2)N(C=C1)S(=O)(=O)C1=CC=CC=C1)CC(=O)NCCOC 2-(1-((1r,4r)-4-(cyanomethyl)cyclohexyl)-6-(benzenesulfonyl)-1,6-dihydroimidazo[4,5-d]Pyrrolo[2,3-b]Pyridin-2-yl)-N-(2-methoxyethyl)acetamide